N-(4-methoxybenzyl)-7-(5-(trifluoromethyl)-1,2,4-oxadiazol-3-yl)imidazo[1,2-a]pyridine-2-carboxamide COC1=CC=C(CNC(=O)C=2N=C3N(C=CC(=C3)C3=NOC(=N3)C(F)(F)F)C2)C=C1